2,6-dibromo-4-[2-ethyl-4-(4-pentylphenyl)-phenyl]phenol BrC1=C(C(=CC(=C1)C1=C(C=C(C=C1)C1=CC=C(C=C1)CCCCC)CC)Br)O